ClC=1C=C(C=C(C1Cl)Cl)C1(CC=NO1)C(F)(F)F 5-(3,4,5-trichlorophenyl)-5-trifluoromethyl-4,5-dihydro-isoxazol